FC1=C(C(=CC=C1)OC)C=1NC=C(N1)C1=CC=C(C=C1)F 2-(2-fluoro-6-methoxyphenyl)-4(s)-(4-fluorophenyl)-1H-imidazol